6-bromohexyl-trimethoxysilane BrCCCCCC[Si](OC)(OC)OC